ClCC=1N=C2N(N(C(C=C2N2C[C@H](N(C[C@@H]2C)C(=O)OC(C)(C)C)C)=O)C)C1 tert-butyl (2R,5S)-4-(2-(chloromethyl)-5-methyl-6-oxo-5,6-dihydroimidazo[1,2-b]pyridazin-8-yl)-2,5-dimethylpiperazine-1-carboxylate